C(#C)C1C2CN(CC12)C(=O)OC(C)(C)C tert-butyl 6-ethynyl-3-azabicyclo[3.1.0]hexane-3-carboxylate